benzylidenecamphorsulfonic acid C(C1=CC=CC=C1)=C1C(C2(CCC1C2(C)C)CS(=O)(=O)O)=O